(S)-5-(2-((1-methoxypropan-2-yl)amino)-7H-pyrrolo[2,3-d]pyrimidin-5-yl)-N-(1-methylpiperidin-4-yl)pyrazolo[1,5-a]pyridine-3-carboxamide COC[C@H](C)NC=1N=CC2=C(N1)NC=C2C2=CC=1N(C=C2)N=CC1C(=O)NC1CCN(CC1)C